N-(2-cyclopropyl-5-methylbenzyl)-3-(difluoromethyl)-5-fluoro-1-methyl-1H-pyrazole-4-carboxamide C1(CC1)C1=C(CNC(=O)C=2C(=NN(C2F)C)C(F)F)C=C(C=C1)C